OCCOCCOCCOC=1C2=C(OCC1)C=1C=CC=CC1C1=C2CC2=CC=CC=C21 2-(2-(2-hydroxyethoxy)ethoxy)ethoxy-3H,13H-indeno[2',3':3,4]naphtho[1,2-b]pyran